Cl.NCCCNCCCCNCCCN spermine-HCl